2,4-dichloro-5-(2-methylacetoxy)-7-(trimethylsilylethoxymethyl)-7H-pyrrolo[2,3-d]pyrimidine ClC=1N=C(C2=C(N1)N(C=C2OC(CC)=O)COCC[Si](C)(C)C)Cl